rel-(3R,4R)-4-(((6-(ethyl(4-(trifluoromethyl)benzyl)amino)-5-fluoropyrimidin-4-yl)amino)methyl)piperidine-3,4-diol C(C)N(C1=C(C(=NC=N1)NC[C@]1([C@@H](CNCC1)O)O)F)CC1=CC=C(C=C1)C(F)(F)F |o1:11,12|